CC(=CCCC(C)O)CCC=C(C)C 6,10-dimethylundec-5,9-diene-2-ol